4,5-dinitroimidazole [N+](=O)([O-])C=1N=CNC1[N+](=O)[O-]